C(C)C(COC(=O)OOC(=O)OCC(CCCC)CC)CCCC.[N+](=O)([O-])C1=CC=C(N(C)C)C=C1 p-nitro-N,N-dimethyl-aniline di(2-ethylhexyl)peroxydicarbonate